4-amino-7-chloro-N-(cyclopropylmethyl)-N-((5-(trifluoromethyl)pyridin-2-yl)methyl)pyrrolo[1,2-a]quinoxaline-8-carboxamide NC=1C=2N(C3=CC(=C(C=C3N1)Cl)C(=O)N(CC1=NC=C(C=C1)C(F)(F)F)CC1CC1)C=CC2